O=C(COC1=C(CN2CCCC23CCN(CC3)C(=O)OC(C)(C)C)C=CC(=C1)C(F)(F)F)N1CCCC1 tert-butyl 1-(2-(2-oxo-2-(pyrrolidin-1-yl) ethoxy)-4-(trifluoromethyl) benzyl)-1,8-diazaspiro[4.5]decane-8-carboxylate